(2r,4r)-1-(tert-butylcarbonyl)-4-hydroxypyrrolidine-2-carboxylic acid C(C)(C)(C)C(=O)N1[C@H](C[C@H](C1)O)C(=O)O